2-(5-amino-4-((2-(dimethylamino)ethyl)(methyl)amino)-2-methoxyphenylamino)-4-(azetidin-1-yl)pyrimidine-5-carbonitrile NC=1C(=CC(=C(C1)NC1=NC=C(C(=N1)N1CCC1)C#N)OC)N(C)CCN(C)C